Cl.FC1=C(C=CC=C1)C=1N(C=C(C1)CNC)S(=O)(=O)C=1C=C(C=CC1)NS(=O)(=O)C1=COC=C1 N-(3-{[2-(2-fluorophenyl)-4-[(methylamino)methyl]-1H-pyrrol-1-yl]sulfonyl}phenyl)furan-3-sulfonylamine hydrochloride